2-(3-(3-chloro-4-fluorophenyl)-1-(1-(8-fluoro-1-oxo-1,2-dihydroisoquinolin-4-yl)ethyl)ureido)ethane-1-sulfonamide ClC=1C=C(C=CC1F)NC(N(C(C)C1=CNC(C2=C(C=CC=C12)F)=O)CCS(=O)(=O)N)=O